cyclohexene carbon [C].C1=CCCCC1